2-acryloxyethyltriethyl-ammonium chloride [Cl-].C(C=C)(=O)OCC[N+](CC)(CC)CC